[O-2].[Fe+2].[Y+3] yttrium-iron oxide